OCC1=CC(=C(C(=C1C=1C(=CC2=C(OCO2)C1)C(C)O)OC)OC)OC 1-(6-((R)-6-(hydroxymethyl)-2,3,4-trimethoxyphenyl)benzo[d][1,3]dioxol-5-yl)ethanol